Ethyl 4,4,4-trifluoro-3-oxo-2-(triphenyl-λ5-phosphaneylidene)-butanoate FC(C(C(C(=O)OCC)=P(C1=CC=CC=C1)(C1=CC=CC=C1)C1=CC=CC=C1)=O)(F)F